C(C\C=C/CCCC)CC(=O)O.FC(C1=CC=C(C=C1)CC=CC1CN(CC1)C(C=C)=O)(F)F 1-(3-(3-(4-(trifluoromethyl)phenyl)prop-1-en-1-yl)pyrrolidin-1-yl)prop-2-en-1-one (Z)-3-Octenyl-acetate